(Z)-1-(3-(5-methyl-2-propylphenyl)-4-oxothiazolidine-2-ylidene)-3-((4-(1-(4-(trifluoromethoxy)phenyl)-1H-1,2,4-triazol-3-yl)benzyl)oxy)urea CC=1C=CC(=C(C1)N1/C(/SCC1=O)=N/C(=O)NOCC1=CC=C(C=C1)C1=NN(C=N1)C1=CC=C(C=C1)OC(F)(F)F)CCC